C1(C=CC=C1)[Ti](C1=C(C=C(C=C1)F)F)(C1=C(C=C(C=C1)F)F)C1C=CC=C1 dicyclopentadienyl-bis(2,4-difluorophenyl)titanium